O=C(CN1CCN(CC1)S(=O)(=O)C1=CC=C(C=C1)NC(=O)NCC=1C=NC=CC1)N1CCCC1 1-(4-{4-[2-oxo-2-(pyrrolidin-1-yl)ethyl]piperazine-1-sulfonyl}phenyl)-3-(pyridin-3-ylmethyl)urea